CC=1C2=C(NC(CN1)=O)C=CC=C2 5-methyl-1H-benzo[E][1,4]diazepin-2(3H)-one